N-((4-methoxyphenyl)(oxo)(trifluoromethyl)-λ6-sulfaneylidene)-4-(5-(trifluoromethyl)-1,2,4-oxadiazol-3-yl)benzamide COC1=CC=C(C=C1)S(=NC(C1=CC=C(C=C1)C1=NOC(=N1)C(F)(F)F)=O)(C(F)(F)F)=O